C(CCC)OCN(COCCCC)C1=NC(=NC(=N1)N(COCCCC)COCCCC)N(COCCCC)COCCCC 2,4,6-tris[N,N-bis(butoxymethyl)amino]-1,3,5-triazine